N[C@@H](CCN=[N+]=[N-])C(=O)O Azidohomoalanine